(4-(3-methoxyoxetan-3-yl)phenyl)(4-(2-(trifluoromethyl)phenyl)piperidin-1-yl)methanone COC1(COC1)C1=CC=C(C=C1)C(=O)N1CCC(CC1)C1=C(C=CC=C1)C(F)(F)F